ethyl (2S,3R)-3-cyclopropylaziridine-2-carboxylate C1(CC1)[C@@H]1[C@H](N1)C(=O)OCC